6-(imidazo[1,2-a]pyridine-3-carbonyl)-N-(3-(piperidin-1-ylmethyl)-5-(tri-fluoromethyl)phenyl)-4,5,6,7-tetrahydrothieno-[2,3-c]pyridine-3-carboxamide N=1C=C(N2C1C=CC=C2)C(=O)N2CC1=C(CC2)C(=CS1)C(=O)NC1=CC(=CC(=C1)C(F)(F)F)CN1CCCCC1